2-(1-(thiophen-2-yl)cyclopropyl)-3,5,6,7,8,9-hexahydro-4H-pyrimido[5,4-c]azepin-4-one S1C(=CC=C1)C1(CC1)C=1NC(C=2CNCCCC2N1)=O